ethyl 3-[1-(4-bromobutyl)-4-methyl-1H-benzotriazol-5-yl]-3-{3-[(1R)-1-(6-hydroxy-2,2-dioxo-2H-1,2λ6,3-benzoxathiazin-3(4H)-yl)ethyl]-4-methoxyphenyl}propanoate BrCCCCN1N=NC2=C1C=CC(=C2C)C(CC(=O)OCC)C2=CC(=C(C=C2)OC)[C@@H](C)N2S(OC1=C(C2)C=C(C=C1)O)(=O)=O